C(C1=CC=CC=C1)OC1=CC=C(C2=C1N=C(O2)N2CC1CCC(C2)N1C(=O)OC(C)(C)C)N1N=CC=N1 tert-Butyl 3-(4-(benzyloxy)-7-(2H-1,2,3-triazol-2-yl)benzo[d]oxazol-2-yl)-3,8-diazabicyclo[3.2.1]octane-8-carboxylate